N-((S)-(4,4-Difluorocyclohexyl)(5-((S)-2-methoxy-1-((S)-2-oxo-4-(trifluoromethyl)imidazolidin-1-yl)ethyl)benzo[d]oxazol-2-yl)methyl)-4-methyl-1,2,5-oxadiazole-3-carboxamide FC1(CCC(CC1)[C@H](NC(=O)C1=NON=C1C)C=1OC2=C(N1)C=C(C=C2)[C@@H](COC)N2C(N[C@@H](C2)C(F)(F)F)=O)F